C(C)OC(CC\C=C\CCCCC)=O.C(C)CO[Si](OC)(OC)CCC1=CC=CC=C1 ethyl-phenethyl-trimethoxysilane Ethyl-(E)-dec-4-enoate